(difluoro(2-(((3S,6S,9S)-5-oxo-3-(3-(pyridin-3-yl)azetidine-1-carbonyl)octahydro-1H-pyrrolo[1,2-a]azepin-6-yl)carbamoyl)benzo[b]thiophen-5-yl)methyl)phosphonic acid FC(C1=CC2=C(SC(=C2)C(N[C@H]2CCCC3N(C2=O)[C@@H](CC3)C(=O)N3CC(C3)C=3C=NC=CC3)=O)C=C1)(F)P(O)(O)=O